2-(2-{[(2S)-1-[(2S,4R)-4-hydroxy-2-({[4-(4-methyl-1,3-thiazol-5-yl)phenyl]methyl}carbamoyl)pyrrolidin-1-yl]-3,3-dimethyl-1-oxobutan-2-yl]carbamoyl}ethyl)phenylboronic acid O[C@@H]1C[C@H](N(C1)C([C@H](C(C)(C)C)NC(=O)CCC1=C(C=CC=C1)B(O)O)=O)C(NCC1=CC=C(C=C1)C1=C(N=CS1)C)=O